gamma-dodecen-6-lactone C1(CC=CCC(CCCCCC)O1)=O